C1CN2CN1CN3CCN(C3)C2 The molecule is an azatricycloalkane that is tricyclo(6.2.1.1(3,6))dodecane in which the four bridgehead CH groups are replaced by nitrogen atoms. It is a bridged compound, a tetramine and an azatricycloalkane.